1-(6-chloropyridin-3-yl)-1-(tetrahydro-2H-pyran-4-yl)ethan-1-ol ClC1=CC=C(C=N1)C(C)(O)C1CCOCC1